tert-butyl ((5-((2,6-dioxopiperidin-3-yl)carbamoyl)thiophen-2-yl)methyl)carbamate O=C1NC(CCC1NC(=O)C1=CC=C(S1)CNC(OC(C)(C)C)=O)=O